C(C)C1(NC(N(C(C1)=O)[C@@H]1[C@H](COC2=CC=C(C=C12)C(=O)N[C@H]1[C@@](COC2=CC=CC=C12)(C)O)OC)=N)CC (3R,4S)-4-(4,4-diethyl-2-imino-6-oxo-hexahydropyrimidin-1-yl)-N-[(3R,4R)-3-hydroxy-3-methyl-chroman-4-yl]-3-methoxy-chromane-6-carboxamide